1-(3-chloro-5-isocyanato-2-methylphenyl)-N,N-dimethylmethanamine ClC=1C(=C(C=C(C1)N=C=O)CN(C)C)C